(S)-2-((4-((2-hydroxy-1-phenylethyl)amino)-5-(3-(2-hydroxypropan-2-yl)-1,2,4-oxadiazol-5-yl)pyrimidin-2-yl)amino)-6,7-dihydro-5H-pyrrolo[3,4-b]pyridin-5-one OC[C@H](C1=CC=CC=C1)NC1=NC(=NC=C1C1=NC(=NO1)C(C)(C)O)NC1=CC=C2C(=N1)CNC2=O